NC1=CC=C(C=N1)/C=C/C(=O)NCC=1OC2=C(C1)C=C(C=C2C(F)(F)F)C2=CC=C(C=C2)C(=O)N2CC(CC2)(C)F (E)-3-(6-amino-pyridin-3-yl)-N-((5-(4-(3-fluoro-3-methyl-pyrrolidine-1-carbonyl)phenyl)-7-(trifluoro-methyl)benzofuran-2-yl)methyl)acrylamide